N-(3-(2-cyclopropyl-6-methylpyridin-4-yl)-4-(2,4-difluorophenoxy)phenyl)ethanesulfonamide tert-butyl-rac-(3S)-6-(5,6-dimethyl-3-pyridyl)-3-methyl-3,4-dihydro-2H-pyridine-1-carboxylate C(C)(C)(C)OC(=O)N1C[C@H](CC=C1C=1C=NC(=C(C1)C)C)C.C1(CC1)C1=NC(=CC(=C1)C=1C=C(C=CC1OC1=C(C=C(C=C1)F)F)NS(=O)(=O)CC)C |r|